CC1=C(C[C@H]2NC(=NOC2)C=2C(N(N=CC2OC2=CC(=CC=C2)C(F)(F)F)C)=O)C=CC(=C1)C |r| 4-[(5RS)-5-(2,4-dimethylbenzyl)-5,6-dihydro-4H-1,2,4-oxadiazin-3-yl]-2-methyl-5-[3-(trifluoromethyl)phenoxy]pyridazin-3(2H)-one